C(C)NC(OCC(=C(I)Br)I)=O 3-bromo-2,3-diiodo-2-propenyl ethylcarbamate